N[C@@H]1C2=CC=C(C=C2CC12CCN(CC2)C=2C(=NC(=C(N2)C)C2=C(C(=CC=C2)Cl)Cl)C(=O)OCC)NS(=O)(=O)C (S)-ethyl 3-(1-amino-5-(methylsulfonamido)-1,3-dihydrospiro[indene-2,4'-piperidin]-1'-yl)-6-(2,3-dichlorophenyl)-5-methylpyrazine-2-carboxylate